potassium di-cyanide [C-]#N.[C-]#N.[K+].[K+]